2-hydroxy-2-(2-oxopyrrolidin-3-ylidene)acetic acid OC(C(=O)O)=C1C(NCC1)=O